N-hydroxyethyl-ethylenediamine OCCNCCN